perfluorodecyl-trisilane F[Si]([Si]([Si](F)(F)F)(F)F)(C(C(C(C(C(C(C(C(C(C(F)(F)F)(F)F)(F)F)(F)F)(F)F)(F)F)(F)F)(F)F)(F)F)(F)F)F